(S)-1-(3-((4-((4-([1,2,4]triazolo[1,5-a]pyridin-7-yloxy)-3-methylphenyl)amino)pyrido[3,2-d]pyrimidin-6-yl)amino)piperidin-1-yl)prop-2-en-1-one N=1C=NN2C1C=C(C=C2)OC2=C(C=C(C=C2)NC=2C1=C(N=CN2)C=CC(=N1)N[C@@H]1CN(CCC1)C(C=C)=O)C